B([O-])([O-])[O-].FC1=C(C=CC=C1)[SH+](C=1SC=C(C1)C1=CC=C(C=C1)C(C)=O)(C=1SC=C(C1)C1=CC=C(C=C1)C(C)=O)C=1SC=C(C1)C1=CC=C(C=C1)C(C)=O.FC1=C(C=CC=C1)[SH+](C=1SC=C(C1)C1=CC=C(C=C1)C(C)=O)(C=1SC=C(C1)C1=CC=C(C=C1)C(C)=O)C=1SC=C(C1)C1=CC=C(C=C1)C(C)=O.FC1=C(C=CC=C1)[SH+](C=1SC=C(C1)C1=CC=C(C=C1)C(C)=O)(C=1SC=C(C1)C1=CC=C(C=C1)C(C)=O)C=1SC=C(C1)C1=CC=C(C=C1)C(C)=O (fluorophenyl)tris[4-(4-acetylphenyl)thiophenyl]sulfonium borate